CC=1C(=C2C=NNC2=CC1)C=1C=2N(C=C(C1C#N)N1CC3(CN(C3)C(C=C)=O)CC1)C=C(N2)C=2SC=CN2 8-(5-methyl-1H-indazol-4-yl)-6-(2-(2-propenoyl)-2,6-diazaspiro[3.4]octan-6-yl)-2-(1,3-thiazol-2-yl)imidazo[1,2-a]pyridine-7-carbonitrile